N=1N=CN(C1)C1=CC(=C2C=NNC2=C1)OCCOCCCCNCC=1C=C(C=C(C1)Cl)CC#N 2-(3-(((4-(2-((6-(4H-1,2,4-triazol-4-yl)-1H-indazol-4-yl)oxy)ethoxy)butyl)amino)methyl)-5-chlorophenyl)acetonitrile